5-[(5-cyanopyridin-3-yl)methyl]-7-hexyl-5H,6H,7H,8H,9H,10H-cyclohepta[b]indole-4-carboxylic acid C(#N)C=1C=C(C=NC1)CN1C2=C(C3=CC=CC(=C13)C(=O)O)CCCC(C2)CCCCCC